BrC=1N=C(N(N1)C)N(C(C)=O)C1=CC=C(C=C1)OC(F)(F)F N-(5-bromo-2-methyl-1,2,4-triazol-3-yl)-N-[4-(trifluoromethoxy)phenyl]acetamide